3-(3-ethyl-2,4-dioxo-1,2,3,4-tetrahydropyrido[3,2-d]pyrimidin-7-yl)benzamide C(C)N1C(NC2=C(C1=O)N=CC(=C2)C=2C=C(C(=O)N)C=CC2)=O